[chloro(dimethylamino)methylene]-dimethylammonium ClC(N(C)C)=[N+](C)C